2,4-difluoro-5-iodopyridine FC1=NC=C(C(=C1)F)I